C(C1=CC=CC=C1)OC1=C(N(C=C(C1=O)C(NCC1=C(C=C(C=C1F)F)F)=O)N(C(=O)OC(C)(C)C)C(C)C=C)C(=O)O 3-(benzyloxy)-1-(but-3-en-2-yl-(tert-butoxycarbonyl)amino)-4-oxo-5-((2,4,6-trifluorobenzyl)carbamoyl)-1,4-dihydropyridine-2-carboxylic acid